6-chloro-4-(((1r,4r)-4-(5-(difluoromethyl)-1H-pyrazol-1-yl)cyclohexyl)amino)nicotinic acid ClC1=NC=C(C(=O)O)C(=C1)NC1CCC(CC1)N1N=CC=C1C(F)F